C1=CC=CC=2C3=CC=CC=C3C3(C12)C1=CC=CC=C1SC=1C=CC=CC13 spiro(9H-thioxanthene-9,9'-[9H]fluorene)